1-((1R,4R)-4-(Bis(cyclopropylmethyl)amino)cyclohexyl)-6-isopropyl-5-(8-methoxy-[1,2,4]triazolo[1,5-a]pyridin-6-yl)-1,3-dihydro-2H-benzo[d]imidazol-2-on C1(CC1)CN(C1CCC(CC1)N1C(NC2=C1C=C(C(=C2)C=2C=C(C=1N(C2)N=CN1)OC)C(C)C)=O)CC1CC1